FC=1C(=NC=C(C1)F)CNC(=O)C1=CN=C(S1)N1CCC(CC1)N1CC(CCC1)OCC N-[(3,5-difluoropyridin-2-yl)methyl]-2-[3-ethoxy[1,4'-bipiperidin]-1'-yl]-1,3-thiazole-5-carboxamide